4-[8-(4-hydroxymethylphenyl)-5-oxo-7-thioxo-6-azaspiro[3.4]oct-6-yl]-2-trifluoromethyl-benzonitrile OCC1=CC=C(C=C1)C1C(N(C(C12CCC2)=O)C2=CC(=C(C#N)C=C2)C(F)(F)F)=S